3-(5-((4-cyclopentyl-3-(trifluoromethyl)benzyl)oxy)-7-methyl-1H-indole-1-yl)propane-1-ol C1(CCCC1)C1=C(C=C(COC=2C=C3C=CN(C3=C(C2)C)CCCO)C=C1)C(F)(F)F